[K].C1CCC2=C(C=3CCCC3C=C12)NC(=O)NS(=O)(=O)CCCN(C(CCOC)=O)C N-(3-(N-((1,2,3,5,6,7-Hexahydro-s-indacen-4-yl)carbamoyl)sulfamoyl)propyl)-3-methoxy-N-methylpropanamide, Potassium Salt